(Z)-2-(1H-indol-3-ylmethylene)-6-hydroxybenzofuran-3(2H)-one N1C=C(C2=CC=CC=C12)\C=C\1/OC2=C(C1=O)C=CC(=C2)O